2-[4-[(1S)-1-[(4-chloro-6-methoxy-1,5-dimethyl-indole-2-carbonyl)amino]-2-hydroxy-ethyl]-3-fluoro-phenyl]-acetic acid ClC1=C2C=C(N(C2=CC(=C1C)OC)C)C(=O)N[C@H](CO)C1=C(C=C(C=C1)CC(=O)O)F